NC=1N=C(C=C2C=C(N=CC12)NC(=O)NC)C=1C=NN(C1)C 1-[8-amino-6-(1-methylpyrazol-4-yl)-2,7-naphthyridin-3-yl]-3-methyl-urea